(5-fluoro-2-(pyrimidin-2-yl)phenyl)((1S,4R,6R)-6-((5-methylpyridin-2-yl)amino)-2-azabicyclo[2.2.2]oct-2-yl)methanone isoamyl-3-hydroxy-2-aminobenzoate C(CC(C)C)OC(C1=C(C(=CC=C1)O)N)=O.FC=1C=CC(=C(C1)C(=O)N1[C@@H]2[C@@H](C[C@H](C1)CC2)NC2=NC=C(C=C2)C)C2=NC=CC=N2